OC1=NC(=C(C=C1C#N)F)O 2,6-dihydroxy-3-cyano-5-fluoropyridine